C[C@@H]1N(C[C@H](N(C1)CC1CCOCC1)C)C(=O)N1C(C=2NN=C(C2C1)NC(=O)C=1N=CN(C1)C(C)C)(C)C N-(5-{[(2S,5R)-2,5-dimethyl-4-(tetrahydro-2H-pyran-4-ylmethyl)piperazin-1-yl]carbonyl}-6,6-dimethyl-1,4,5,6-tetrahydropyrrolo[3,4-c]pyrazol-3-yl)-1-isopropyl-1H-imidazole-4-carboxamide